CC1=NOC(=C1C=1C=C(C=CC1OC[C@H]1NCCOC1)NC(=O)C1CC1)C (S)-N-(3-(3,5-dimethylisoxazol-4-yl)-4-(morpholin-3-ylmethoxy)phenyl)cyclopropanecarboxamide